tert-butyl (1R,5S)-8-[3-[(4-benzyloxycarbonylpiperazin-1-yl)methyl]phenyl]-3,8-diazabicyclo[3.2.1]octane-3-carboxylate C(C1=CC=CC=C1)OC(=O)N1CCN(CC1)CC=1C=C(C=CC1)N1[C@H]2CN(C[C@@H]1CC2)C(=O)OC(C)(C)C